C(C=C)(=O)OC(C(=O)OCCCCCCCCCCCCC)C(=O)OCCCCCCCCCCCCC ditridecyl 2-(acryloyloxy)malonate